(R)-2-(7-(methoxycarbonylamino)dibenzo[b,d]thiophene-2-sulfonamido)-3-methyl-butanoic acid COC(=O)NC1=CC2=C(C3=C(S2)C=CC(=C3)S(=O)(=O)N[C@@H](C(=O)O)C(C)C)C=C1